ClC=1C=C(C=CC1Cl)NC(=O)[C@H]1[C@H]2C[C@@H]([C@@H]([C@@H]1C1=NC(=NC=C1)C)O2)O (1R,2R,3S,4R,5S)-N-(3,4-dichlorophenyl)-5-hydroxy-3-(2-methylpyrimidin-4-yl)-7-oxabicyclo[2.2.1]Heptane-2-carboxamide